C(C)(=O)C1=C(C=C(C=C1)Cl)C1=CC(N(C=C1OC)C(C(=O)NC1=CC=2C=C3N(C2C=C1)C1(OC3=O)CCC1)CCOC)=O 2-(4-(2-acetyl-5-chlorophenyl)-5-methoxy-2-oxopyridin-1(2H)-yl)-4-methoxy-N-(1'-oxo-1'H-spiro[cyclobutane-1,3'-oxazolo[3,4-a]indol]-7'-yl)butanamide